3-(2-chloro-3-(9-(3-chlorobenzyl)-6-(1-methylcyclopropoxy)-9H-purin-8-yl)-6-fluorophenoxy)propanoic acid ClC1=C(OCCC(=O)O)C(=CC=C1C=1N(C2=NC=NC(=C2N1)OC1(CC1)C)CC1=CC(=CC=C1)Cl)F